3-methyl-2-azabicyclo[2.2.1]Heptane trifluoroacetate FC(C(=O)O)(F)F.CC1NC2CCC1C2